COC(=O)C1[C@H]2CC[C@@H](CC1=O)N2C (R)-2-methoxycarbonyl-3-tropanone